Ethyl 7-bromo-4-fluoro-pyrazolo[1,5-a]pyridine-3-carboxylate BrC1=CC=C(C=2N1N=CC2C(=O)OCC)F